C(C)(C)(C)OC(=O)N1CC2(C1)CN(C2)C2=CC=1N(C(=C2)C)N=C(C1NC=1SC(=C(N1)C1=CC=C(C=C1)F)C#N)CC 6-(3-((5-cyano-4-(4-fluorophenyl)thiazol-2-yl)amino)-2-ethyl-7-methylpyrazolo[1,5-a]pyridin-5-yl)-2,6-diazaspiro[3.3]heptane-2-carboxylic acid tert-butyl ester